Methyl 4-[4-benzyloxy-1-(3,4-difluorophenyl)-6-fluoro-2-tetrahydropyran-4-yl-indol-3-yl]benzoate C(C1=CC=CC=C1)OC1=C2C(=C(N(C2=CC(=C1)F)C1=CC(=C(C=C1)F)F)C1CCOCC1)C1=CC=C(C(=O)OC)C=C1